COC(C(C(=O)OC)=CC1=CN=C(C2=CN=C(C=C12)Cl)N1[C@@H](CC1)C)=O (R)-2-((6-chloro-1-(2-methylazetidin-1-yl)-2,7-naphthyridin-4-yl)methylene)malonic acid di-Methyl ester